5-[(2R)-4-(7-chloro-5-fluoro-1H-indole-1-carbonyl)-2-ethylpiperazin-1-yl]-2'-ethoxy-N-[(3R)-1-methylpyrrolidin-3-yl]-[2,3'-bipyridine]-6-carboxamide ClC=1C=C(C=C2C=CN(C12)C(=O)N1C[C@H](N(CC1)C=1C=CC(=NC1C(=O)N[C@H]1CN(CC1)C)C=1C(=NC=CC1)OCC)CC)F